Br[C@H]1[C@@H]2N(C([C@H]1C[C@H]2CC(=O)O)=O)CC2=CC=C(C=C2)OC.COC2=CC=C(C=C2)C=2SC=C(N2)C2=CC=C(C=C2)[N+](=O)[O-] 2-(4-methoxyphenyl)-4-(4-nitrophenyl)thiazole (1R,4R,6S,7R)-7-bromo-2-(4-methoxybenzyl)-3-oxo-2-azabicyclo[2.2.1]heptan-6-yl-acetat